ClC=1C=CC(=NC1)F 5-Chloro-2-fluoro-pyridine